Methyl 3-(3-(1,3-dioxoisoindolin-2-yl)propyl)cyclobut-1-enecarboxylate O=C1N(C(C2=CC=CC=C12)=O)CCCC1C=C(C1)C(=O)OC